C1OCC12CN(C2)C(=O)OC2CN(C2)C2=CC(=C(C(=C2)F)C2C(NC(CC2)=O)=O)F 1-(4-(2,6-dioxopiperidin-3-yl)-3,5-difluorophenyl)azetidin-3-yl 2-oxa-6-azaspiro[3.3]heptane-6-carboxylate